OC1=CC=C(CC=2C=C(C=C(C2O)CC2=CC=C(C=C2)O)C(C)(C)C2=CC=C(C=C2)C(CC2=CC(=C(C(=C2)CC2=CC=C(C=C2)O)O)CC2=CC=C(C=C2)O)C2=CC(=C(C(=C2)CC2=CC=C(C=C2)O)O)CC2=CC=C(C=C2)O)C=C1 4,4'-[1-{4-[1-(3,5-Bis(4-hydroxybenzyl)-4-hydroxyphenyl)-1-methylethyl]phenyl}ethylene]bis[2,6-bis(4-hydroxybenzyl)phenol]